1,1-bis(3-methoxy-4-piperidinophenyl)prop-2-yn-1-ol COC=1C=C(C=CC1N1CCCCC1)C(C#C)(O)C1=CC(=C(C=C1)N1CCCCC1)OC